(1,1'-bis(diphenylphosphino)ferrocene) nickel [Ni].C1(=CC=CC=C1)P([C-]1C=CC=C1)C1=CC=CC=C1.[C-]1(C=CC=C1)P(C1=CC=CC=C1)C1=CC=CC=C1.[Fe+2]